Br[C@@H]1C[C@]2(CN(C3=NC=C(C(=C32)Cl)Br)C(=O)OC(C)(C)C)CC1 |r| tert-butyl (1RS,3SR)-3,5'-dibromo-4'-chlorospiro[cyclopentane-1,3'-pyrrolo[2,3-b]pyridine]-1'(2'H)-carboxylate